tert-butyl (2S)-2-((1-cyano-2-(6-(3-methyl-2-oxo-2,3-dihydrobenzo[d]oxazol-5-yl)pyridazin-3-yl)ethyl)carbamoyl)-1,4-oxazepane-4-carboxylate C(#N)C(CC=1N=NC(=CC1)C=1C=CC2=C(N(C(O2)=O)C)C1)NC(=O)[C@H]1OCCCN(C1)C(=O)OC(C)(C)C